FC1=C(C=CC=C1CC1N(CCCC1NS(=O)(=O)C)C(=O)OC(C)(C)C)C1=C(C=CC=C1)O tert-butyl 2-((2-fluoro-2'-hydroxy-[1,1'-biphenyl]-3-yl)methyl)-3-(methylsulfonamido)piperidine-1-carboxylate